FC(C=1C=C(C=CC1)CCC(SCCCCCCC(NC=1SC=C(N1)C1=CC=CC=C1)=O)=O)(F)F S-(7-oxo-7-((4-phenylthiazol-2-yl)amino)heptyl) 3-(3-(trifluoromethyl)phenyl)propanethioate